ClC1=C(C=C(CN2CCCC23CCN(CC3)C(=O)N3N=C(C=C3)NC(C)=O)C=C1)C N-(1-(1-(4-Chloro-3-methylbenzyl)-1,8-diazaspiro[4.5]decane-8-carbonyl)-1H-pyrazol-3-yl)acetamide